(3R,5R)-5-(4-morpholino-6-(3-(m-tolyl)-1H-pyrazol-1-yl)pyrimidin-2-yl)tetrahydrofuran-3-ol O1CCN(CC1)C1=NC(=NC(=C1)N1N=C(C=C1)C=1C=C(C=CC1)C)[C@H]1C[C@H](CO1)O